3-((2-chloro-[1,2,4]triazolo[1,5-a]pyridin-6-yl)oxy)-2,2-dimethylpropionitrile ClC1=NN2C(C=CC(=C2)OCC(C#N)(C)C)=N1